4-((2-cyanophenyl)thio)-6-(3,5-dimethyl-1-(1-methylpiperidin-4-yl)-1H-pyrazol-4-yl)pyrazolo[1,5-a]pyridine-3-carbonitrile C(#N)C1=C(C=CC=C1)SC=1C=2N(C=C(C1)C=1C(=NN(C1C)C1CCN(CC1)C)C)N=CC2C#N